((S)-1'-(5-((2,3-dichlorophenyl)thio)thiazolo[5,4-d]thiazol-2-yl)-1,3-dihydrospiro[inden-2,4'-piperidin]-1-yl)-2-methylpropan-2-sulfinamide ClC1=C(C=CC=C1Cl)SC=1SC2=C(N1)SC(=N2)N2CCC1(CC2)[C@@H](C2=CC=CC=C2C1)CC(C)(S(=O)N)C